N-{[4-(pyridine-3-sulfonyl)phenyl]methyl}furo[2,3-c]pyridine N1=CC(=CC=C1)S(=O)(=O)C1=CC=C(C=C1)CN1C=C2C(C=C1)=CCO2